C1(=CC=CC=C1)N1C=NC(=C1C(F)(F)F)C(=O)OCC ethyl 1-phenyl-5-(trifluoromethyl)-1H-imidazole-4-carboxylate